tertbutyl 4-chlorosulfonylpiperazine-1-carboxylate ClS(=O)(=O)N1CCN(CC1)C(=O)OC(C)(C)C